methylpropyl-6-methyl-2,4(1H,3H)-pyrimidinedione CN1C(N(C(=CC1=O)C)CCC)=O